N[C@](COC=1C(=CC(=NC1)C)C1=CC=2N(C=C1)N=C(C2)NC=2C=C(C(N(N2)C)=O)C)(C(F)(F)F)C (R)-6-[[5-[5-(2-amino-3,3,3-trifluoro-2-methyl-propoxy)-2-methyl-4-pyridyl]pyrazolo[1,5-a]pyridin-2-yl]amino]-2,4-dimethyl-pyridazin-3-one